methoxy(triethyleneoxy)propyltrichlorosilane COCCOCCOCCOCCC[Si](Cl)(Cl)Cl